CC1=NN=C(S1)C(C)NC=1C2=C(N=CN1)N=CC(=C2)C2=NC=C(C=C2)C N-(1-(5-methyl-1,3,4-thiadiazol-2-yl)ethyl)-6-(5-methylpyridin-2-yl)pyrido[2,3-d]pyrimidin-4-amine